OC1(COC1)C1=CC=C(C=C1)C(=O)N1CCC(CC1)OC=1C=NC(=CC1)C(F)(F)F (4-(3-hydroxyoxetan-3-yl)phenyl)(4-((6-(trifluoromethyl)pyridin-3-yl)oxy)piperidin-1-yl)methanone